ClCCCN1CCOCC1 4-(3-chloropropyl)morpholine